C(C1=CC=CC=C1)NC1=C(C(=NC2=CC(=CC=C12)Br)Cl)NC(C(CCC)C)=O N-(4-(benzylamino)-7-bromo-2-chloroquinolin-3-yl)-2-methylpentanamide